C(C)(C)(C)OC(=O)NCC(C(=O)O)C(F)(F)F 2-(((tert-butoxycarbonyl)amino)methyl)-3,3,3-trifluoropropanoic acid